molybdenum-antimony salt [Sb].[Mo]